C1C(CC2=CC=CC=C12)C(=O)Cl 2,3-dihydro-1H-indene-2-carbonyl chloride